tert-Butyl N-[2-[2-[[2-methyl-4-[[3-(4-prop-2-ynoxyphenyl)imidazo[1,2-a]pyrazin-8-yl]amino]benzoyl]amino]ethoxy]ethyl]carbamate CC1=C(C(=O)NCCOCCNC(OC(C)(C)C)=O)C=CC(=C1)NC=1C=2N(C=CN1)C(=CN2)C2=CC=C(C=C2)OCC#C